S1C(=NC2=C1C=CC=C2)C2=C(SC=1CN(CCC12)C(C)C)NC(CCN(C)C(C)CC)=O N-(3-(benzo[d]thiazol-2-yl)-6-isopropyl-4,5,6,7-tetrahydrothieno[2,3-c]pyridin-2-yl)-3-(sec-butyl(methyl)amino)propanamide